C1=CC=C(C=C1)C(C#N)O[C@H]2[C@@H]([C@H]([C@@H]([C@H](O2)CO[C@H]3[C@@H]([C@H]([C@@H]([C@H](O3)CO)O)O)O)O)O)O The molecule is a disaccharide derivative, a cyanogenic glycoside and a gentiobioside. It has a role as a plant metabolite. It derives from a prunasin.